ClC=1C(=C(C=CC1)NC=1N(C2=NC(=NC=C2N1)NC1CCOCC1)C1CCN(CC1)C(=O)OC(C)(C)C)F tert-Butyl 4-(8-((3-chloro-2-fluorophenyl)amino)-2-((tetrahydro-2H-pyran-4-yl)amino)-9H-purin-9-yl)piperidine-1-carboxylate